ClC1=CC=C2C(C(=NC2=C1)C1=CC=CC=C1)=O 6-chloro-2-phenyl-3H-indol-3-one